[Si](C)(C)(C(C)(C)C)O[C@H]1C[C@H](CCC1)C(=O)OC(C)C isopropyl (1S,3R)-3-((tert-butyldimethylsilyl)oxy)cyclohexane-1-carboxylate